4-(2-((3-fluorophenyl)sulfonyl)propan-2-yl)-N-(pyridin-3-yl)piperidine-1-carboxamide FC=1C=C(C=CC1)S(=O)(=O)C(C)(C)C1CCN(CC1)C(=O)NC=1C=NC=CC1